[Si](C)(C)(C(C)(C)C)OC[C@H]1O[C@H]([C@H]2[C@@H]1OC(O2)(C)C)O (3aR,4R,6R,6aR)-6-[[tert-butyl(dimethyl)silyl]oxymethyl]-2,2-dimethyl-3a,4,6,6a-tetrahydrofuro[3,4-d][1,3]dioxol-4-ol